C(#N)C1=CN=CN1C[C@H](C(=O)OCC)O ethyl (2R)-3-(5-cyanoimidazol-1-yl)-2-hydroxy-propionate